ClCC(=O)N(C)CCO 2-Chloro-N-(2-hydroxy-ethyl)-N-methyl-acetamide